1,3-bis(3-glycidoxy-propyl)-1,1,3,3-tetramethyldisiloxane C(C1CO1)OCCC[Si](O[Si](C)(C)CCCOCC1CO1)(C)C